O=C1NC(CCC1N1C(C2=CC=C(C=C2C1)NC(C#CC1CCNCC1)=O)=O)=O N-(2-(2,6-dioxopiperidin-3-yl)-1-oxoisoindolin-5-yl)-3-(piperidin-4-yl)propiolamide